FC1=CC=C(CC2=C(C(=NC(=C2)C)C(=O)NCC(=O)OCC)O)C=C1 ethyl (4-(4-fluorobenzyl)-3-hydroxy-6-methylpicolinoyl)glycinate